NC(CC[C@@H](C=1SC(=CN1)[C@H]([C@@H](C)O)N)NC(N[C@H](C(=O)O)CO)=O)=O (S)-2-(3-((S)-4-amino-1-(5-((1S,2R)-1-amino-2-hydroxypropyl)thiazol-2-yl)-4-oxobutyl)ureido)-3-hydroxypropionic acid